2-methyl-1,1-bis(4-hydroxycyclohexyl)propane ethyl-2-amino-4-(bromomethyl)-6-(trifluoromethyl)pyrimidine-5-carboxylate C(C)OC(=O)C=1C(=NC(=NC1C(F)(F)F)N)CBr.CC(C(C1CCC(CC1)O)C1CCC(CC1)O)C